N1=NC(N=C1)=O 1,2,4-triazole-3-one